OC1=C(C=C(C=C1C)C)N1N=C2C(=N1)C=CC=C2 2-(2'-hydroxy-3',5'-dimethylphenyl)benzotriazole